lithium iron phosphate lithium fluoride [F-].[Li+].P(=O)([O-])([O-])[O-].[Fe+2].[Li+]